ClC=1C=CC(=C(C1)[C@]1(C(NC2=CC=C(C=C12)Br)=O)F)OC |r| (±)-3-(5-chloro-2-methoxyphenyl)-1,3-dihydro-3-fluoro-5-bromo-2H-indol-2-one